ClC=1C=C(C=CC1Cl)N1N=NC(=C1)CO[C@@H]([C@@](CN1N=CN=C1)(O)C1=C(C=C(C=C1)F)F)C (2R,3R)-3-((1-(3,4-dichlorophenyl)-1H-1,2,3-triazol-4-yl)-methoxy)-2-(2,4-difluorophenyl)-1-(1H-1,2,4-triazol-1-yl)butan-2-ol